ethyl (3-hydroxy-4-methyl-5-(((trifluoromethyl)sulfonyl)oxy)picolinoyl)glycinate OC=1C(=NC=C(C1C)OS(=O)(=O)C(F)(F)F)C(=O)NCC(=O)OCC